P(=O)(=O)C1=NC=CN=C1P(=O)=O 2,3-bisphosphopyrazine